N-(1-(dimethylamino)propan-2-yl)-9-methoxy-5-methyl-6H-pyrido[4,3-b]carbazole-1-carboxamide CN(CC(C)NC(=O)C1=NC=CC2=C(C=3NC=4C=CC(=CC4C3C=C21)OC)C)C